FC1=CC=C(C=C1)NCC1=NN=C(O1)C=1N=CC(=NC1)C1CN(CC1)C(=O)OC(C)(C)C 2-methylpropan-2-yl 3-[5-(5-{[(4-fluorophenyl)amino]methyl}-1,3,4-oxadiazol-2-yl)pyrazin-2-yl]tetrahydropyrrole-1-carboxylate